5-((5-chloro-4-(cyclopentylamino)pyrimidin-2-yl)amino)benzo[c][1,2]oxaborol-1(3H)-ol ClC=1C(=NC(=NC1)NC1=CC2=C(B(OC2)O)C=C1)NC1CCCC1